racemic-3-(6,8-dichloro-2-methyl-3,4-dihydro-1H-isoquinolin-4-yl)benzenesulfonyl chloride ClC=1C=C2[C@H](CN(CC2=C(C1)Cl)C)C=1C=C(C=CC1)S(=O)(=O)Cl |r|